N1N=CC(=C1)C1=CC2=C(N=C(S2)NC(C)C2CN(CC2)C#N)C=C1 3-(1-((6-(1H-Pyrazol-4-yl)benzo[d]thiazol-2-yl)amino)ethyl)pyrrolidin-1-carbonitril